NC1=NC=CC=C1C1=C(N=C2N1COC1=C2C=NC=C1)C1=CC=C(CN2CCC(CC2)NC2=NC(=NC=C2)C#N)C=C1 4-((1-(4-(3-(2-Aminopyridin-3-yl)-5H-imidazo[1,2-c]pyrido[3,4-e][1,3]oxazin-2-yl)benzyl)piperidin-4-yl)amino)pyrimidine-2-carbonitrile